4-((2R,4r,6R)-2-hydroxy-7-((5-methoxy-7-methyl-1H-indol-4-yl)methyl)-7-azaspiro[3.5]nonan-6-yl)benzoic acid OC1CC2(C1)C[C@@H](N(CC2)CC2=C1C=CNC1=C(C=C2OC)C)C2=CC=C(C(=O)O)C=C2